OCC(C)NC(C1=CN=CC=C1)=O N-(1-hydroxy-prop-2-yl)-nicotinamide